ClC1=CC=C(C(=N1)C=O)NC(OC(C)(C)C)=O tert-butyl (6-chloro-2-formylpyridin-3-yl)carbamate